2,6-dimethyl-2-heptenal CC(C=O)=CCCC(C)C